ethyl 6-chloro-4-cyclopropylpyridine-3-carboxylate ClC1=CC(=C(C=N1)C(=O)OCC)C1CC1